C(N)(OC(C)C1=C(N=C(O1)C1=CC(=C(C=C1)OC(F)F)OCC1CC1)CN=[N+]=[N-])=O (1-(4-(azidomethyl)-2-(3-(cyclopropylmethoxy)-4-(difluoromethoxy) phenyl) oxazol-5-yl) ethyl) carbamate